4-Oxo-piperidine-1-carboxylic acid (4-methoxy-7-phenyl-thiazolo[4,5-c]pyridin-2-yl)-amide COC1=NC=C(C2=C1N=C(S2)NC(=O)N2CCC(CC2)=O)C2=CC=CC=C2